2-((5-Chloro-2-(1H-1,2,3-triazol-1-yl)phenylamino)-2-oxoethyl)-N-(2-chloroacetyl)phenylalaninate ClC=1C=CC(=C(C1)NC(CC1=C(C[C@H](NC(CCl)=O)C(=O)[O-])C=CC=C1)=O)N1N=NC=C1